(S)-2-((4-(6-((4-chloro-2-fluorobenzyl)oxy)pyridin-2-yl)-5,6-dihydro-1,2,4-Triazin-1(4H)-yl)methyl)-5-fluoro-1-(oxetan-2-ylmethyl)-1H-benzo[d]imidazole-6-carboxylic acid ClC1=CC(=C(COC2=CC=CC(=N2)N2C=NN(CC2)CC2=NC3=C(N2C[C@H]2OCC2)C=C(C(=C3)F)C(=O)O)C=C1)F